C(C)(C)(C)OC(=O)N[C@@H](C(=O)N[C@H](CCC(=O)OC(C)(C)C)C(=O)OC(C)(C)C)CCC(=O)OC di-t-butyl ((R)-2-((t-butoxycarbonyl) amino)-5-methoxy-5-oxopentanoyl)-D-glutamate